C1(=CC=CC=C1)C1=C2C(=C(C(=C(C2=C(C=2C(=C(C(=C(C12)[2H])[2H])[2H])[2H])[2H])[2H])[2H])[2H])C1=C(C=CC=C1)C1=CC=CC=C1 phenyl(biphenylyl)anthracene-d8